C(=O)O.C(#N)C(C)(C)C=1C=C(C(=O)NC2=C(C=C(C(=C2)C2=CC3=C(N=C(N=C3)N(C)C)N3C2=NCC3)C)F)C=CC1 3-(2-cyanoprop-2-yl)-N-(5-(2-(dimethylamino)-8,9-dihydroimidazo[1',2':1,6]pyrido[2,3-d]pyrimidin-6-yl)-2-fluoro-4-methylphenyl)benzamide formate salt